C12(CC(C1)C2)NC(C2=CC(=C(C(=C2)C=2N=NC(=CC2)NC2C[C@@H]1[C@@H](CN(C1)CC1CCOCC1)C2)F)F)=O N-(Bicyclo[1.1.1]pentan-1-yl)-3,4-difluoro-5-(6-(((3aR,5s,6aS)-2-((tetrahydro-2H-pyran-4-yl)methyl)octahydrocyclopenta[c]pyrrol-5-yl)amino)pyridazin-3-yl)benzamide